CN1CCN(CC1)[C@@H](C(=O)OC)C Methyl (R)-2-(4-methylpiperazin-1-yl)propionate